FC1(CN(CC1)C1=NC=CC(=C1NC(C1=CN=C(C=C1)N1CCCC1)=O)C1=CC=NN1)F N-(2-(3,3-difluoropyrrolidin-1-yl)-4-(1H-pyrazol-5-yl)pyridin-3-yl)-6-(pyrrolidin-1-yl)nicotinamide